[3-(1H-1,2,4-triazol-1-yl)phenyl]methanethione N1(N=CN=C1)C=1C=C(C=CC1)C=S